7-((2S,5R)-4-(bis(4-fluorophenyl)methyl)-2,5-dimethylpiperazin-1-yl)-5-chloro-2-(1-(1-ethoxyethyl)-1H-pyrazol-4-yl)thiazolo[5,4-d]pyrimidine FC1=CC=C(C=C1)C(N1C[C@@H](N(C[C@H]1C)C=1C2=C(N=C(N1)Cl)SC(=N2)C=2C=NN(C2)C(C)OCC)C)C2=CC=C(C=C2)F